F[C@@H]1C[C@@]2(CCCN2C1)COC1=NC=2C=C(C=3C(C2C(=N1)N1CCOCCC1)=CN(N3)C)B3OC(C(O3)(C)C)(C)C 4-(7-(((2R,7aS)-2-fluorotetrahydro-1H-pyrrolizin-7a(5H)-yl)methoxy)-2-methyl-4-(4,4,5,5-tetramethyl-1,3,2-dioxaborolan-2-yl)-2H-pyrazolo[4,3-f]quinazolin-9-yl)-1,4-oxazepane